(R)-(3-Aminopiperidin-1-yl)(2-(1-(cyclopropylmethyl)-1H-indol-2-yl)-4-(hydroxymethyl)-3-methylbenzo[b]thiophen-6-yl)methanone N[C@H]1CN(CCC1)C(=O)C=1C=C(C2=C(SC(=C2C)C=2N(C3=CC=CC=C3C2)CC2CC2)C1)CO